C1(=CC=CC=C1)C=1OC=C(N1)C(C)C phenyl-4-isopropyloxazole